(4-fluorophenoxy)-1-(furan-2-yl)-N,N-dimethylpropylamine hydrochloride Cl.FC1=CC=C(OC(CC)(C=2OC=CC2)N(C)C)C=C1